6-((5-bromo-7-((2-methyl-1H-imidazol-1-yl)methyl)-1-oxo-3,4-dihydroisoquinolin-2(1H)-yl)methyl)-4-ethoxynicotinonitrile BrC1=C2CCN(C(C2=CC(=C1)CN1C(=NC=C1)C)=O)CC1=NC=C(C#N)C(=C1)OCC